2,3-dimethyl-1,2,3,4-tetrahydroquinoxaline CC1NC2=CC=CC=C2NC1C